6-(4-amino-2,6-dichlorophenoxy)-2-(2-methoxyethyl)-3,4-dihydroisoquinoline NC1=CC(=C(OC=2C=C3CCN(CC3=CC2)CCOC)C(=C1)Cl)Cl